CN1N=CC=2N=C(NC(C21)=O)\C=C\C=2C=NC=CC2 1-methyl-5-[(E)-2-(pyridin-3-yl)ethenyl]-6H-pyrazolo[4,3-d]pyrimidin-7-one